1-(3-((trimethylsilyl)ethynyl)phenyl)pyrrolidine C[Si](C)(C)C#CC=1C=C(C=CC1)N1CCCC1